F[C@@H]1[C@@H](C1)NC(=O)C1=CN=C2N1N=C(C=C2N(C)CC2=CC=C(C=C2)OC)NC=2C=C(C=CC2)N2CCN(CC2)C(=O)OC(C)(C)C tert-butyl 4-{3-[(3-{[(1R,2S)-2-fluorocyclopropyl]carbamoyl}-8-{[(4-methoxyphenyl)methyl](methyl)amino}imidazo[1,2-b]pyridazin-6-yl)amino]phenyl}piperazine-1-carboxylate